OC1=C(C=C(C=C1)C)B(O)O 2-HYDROXY-5-METHYLPHENYLBORONIC ACID